1-Ethyl 4-(4-(2-(2-((tert-butoxycarbonyl)(cyclopropylmethyl)amino)pyridin-4-yl)oxazole-4-carboxamido)-3-(difluoromethyl)-1H-pyrazol-1-yl)cyclohexanecarboxylate C(C)(C)(C)OC(=O)N(C1=NC=CC(=C1)C=1OC=C(N1)C(=O)NC=1C(=NN(C1)C1CCC(CC1)C(=O)OCC)C(F)F)CC1CC1